FC1=C(C[C@H](N)C(=O)O)C=C(C(=C1F)F)F 2,3,4,5-tetra-fluoroPhenylalanine